1-(5-bromo-2-chlorophenyl)ethan-1-one BrC=1C=CC(=C(C1)C(C)=O)Cl